OC1C2=C(C=3N(CC1)C=C(N3)C(F)(F)F)C=CC(=C2)CNC(OC(C)(C)C)=O tert-butyl ((7-hydroxy-2-(trifluoromethyl)-6,7-dihydro-5H-benzo[c]imidazo[1,2-a]azepin-9-yl)methyl)carbamate